2-((3-(((3R,4S)-4-hydroxytetrahydrofuran-3-yl)oxy)-1-(methyl-d3)-1H-pyrazol-4-yl)amino)-7-((S)-1-methoxypropan-2-yl)-7H-pyrrolo[2,3-d]pyrimidine-6-carbonitrile O[C@@H]1[C@@H](COC1)OC1=NN(C=C1NC=1N=CC2=C(N1)N(C(=C2)C#N)[C@H](COC)C)C([2H])([2H])[2H]